COC(=O)C1CC(C1)OCCOC1=CC(=C(C=C1)C=1OC2=C(C=CC=C2C(C1)=O)Cl)F 3-[2-[4-(8-chloro-4-oxo-chromen-2-yl)-3-fluoro-phenoxy]ethoxy]cyclobutanecarboxylic acid methyl ester